CC(C(=O)[O-])C.C(C1=CC=CC=C1)[NH2+]CC(C)O benzyl-(2-hydroxypropyl)-ammonium dimethylacetate